methyl 7-chloro-2,4-dimethyl-2-[4-{[3-(trifluoromethyl)oxetan-3-yl]amino}cyclohexyl]-2H-1,3-benzodioxole-5-carboxylate ClC1=CC(=C(C2=C1OC(O2)(C2CCC(CC2)NC2(COC2)C(F)(F)F)C)C)C(=O)OC